4-{[4-amino-6-(methoxymethyl)-5-(7-methoxy-5-methyl-1-benzothiophen-2-yl)pyrrolo[2,1-f][1,2,4]triazin-7-yl]methyl}piperazin-2-one NC1=NC=NN2C1=C(C(=C2CN2CC(NCC2)=O)COC)C=2SC1=C(C2)C=C(C=C1OC)C